tert-Butyl 3-(hydroxy(4-(1-(methoxyimino)propyl)thiazol-2-yl)methyl)-1H-indole-1-carboxylate OC(C1=CN(C2=CC=CC=C12)C(=O)OC(C)(C)C)C=1SC=C(N1)C(CC)=NOC